N-(3-(2-(2-(3-(2-((1,2-dimethylhydrazinyl)methyl)-1H-indol-1-yl)propanamido)-N-(2-hydroxyethyl)acetamido)-N-(2-hydroxyethyl)acetamido)propanoyl)-N-methyl-L-alaninate CN(NC)CC=1N(C2=CC=CC=C2C1)CCC(=O)NCC(=O)N(CCO)CC(=O)N(CCO)CCC(=O)N([C@@H](C)C(=O)[O-])C